(7R,3R)-1-[4-(azetidin-3-yloxy)-2,6-difluoro-phenyl]-2-(2-fluoro-2-methyl-propyl)-3-methyl-2,3,4,9-tetrahydro-1H-beta-carboline N1CC(C1)OC1=CC(=C(C(=C1)F)C1N([C@@H](CC=2C3=CC=CC=C3NC12)C)CC(C)(C)F)F